S1C=NC(=C1)C=1C=CC(=NC1)CO (5-(thiazol-4-yl)pyridin-2-yl)methanol